chloro-N-methyl-1H-pyrrolo[2,3-b]pyridine-5-carboxamide ClN1C=CC=2C1=NC=C(C2)C(=O)NC